(R)-azepan-3-amine N1C[C@@H](CCCC1)N